OCCOCCOCCC(=O)O 3-(2-(2-hydroxyethoxy)ethoxy)propanoic acid